1-[5-[4-(2-Aminoethyl)piperidine-1-carbonyl]-2-methoxy-phenyl]hexahydropyrimidine-2,4-dione NCCC1CCN(CC1)C(=O)C=1C=CC(=C(C1)N1C(NC(CC1)=O)=O)OC